(S)-2-(5-((4-((2-chloro-5-((1-(trifluoromethyl)-1H-pyrazol-4-yl)ethynyl)pyridin-4-yl)amino)butan-2-yl)oxy)-1-methyl-1H-pyrazol-4-yl)pyrimidin-4-amine ClC1=NC=C(C(=C1)NCC[C@H](C)OC1=C(C=NN1C)C1=NC=CC(=N1)N)C#CC=1C=NN(C1)C(F)(F)F